ClC1=C(C=CC=C1)C(C(C)=O)O 1-(2-chlorophenyl)-1-hydroxy-propan-2-one